3-((5-cyano-1-methyl-6-(trifluoromethyl)-1H-benzo[d]imidazol-2-yl)amino)-N-hydroxybenzamide C(#N)C1=CC2=C(N(C(=N2)NC=2C=C(C(=O)NO)C=CC2)C)C=C1C(F)(F)F